2,3-difluoro-4-[2-fluoro-5-[[4-fluoro-2-(trifluoromethyl)benzoyl]amino]-4-[rac-(3R)-3,4-dimethylpiperazin-1-yl]phenyl]benzamide FC1=C(C(=O)N)C=CC(=C1F)C1=C(C=C(C(=C1)NC(C1=C(C=C(C=C1)F)C(F)(F)F)=O)N1C[C@H](N(CC1)C)C)F |r|